5-(5-ethyl-2-methyl-6-oxo-1,6-dihydropyridin-3-yl)-thiophene-2-sulfonic acid (1-ethyl-pyrrolidin-2-ylmethyl)amide hydrochloride Cl.C(C)N1C(CCC1)CNS(=O)(=O)C=1SC(=CC1)C1=C(NC(C(=C1)CC)=O)C